BrC1=NC(=CC=C1)O[C@H](CN1N=NN=C1)C 2-bromo-6-{[(2S)-1-(1H-tetrazol-1-yl)propan-2-yl]Oxy}pyridine